O1C(=O)C=C(C2=CC=CC=C12)C1=CC=C(C=C1)C(C=CC1=CC=C(C=C1)OC(F)(F)F)=O 1-(4-(4-coumarinyl)-phenyl)-3-(4-trifluoromethoxyphenyl)-2-propen-1-one